N-(4-aminocyclohexyl)-2-(3-((6-(1-(phenylsulfonyl)-1H-pyrrolo[2,3-b]pyridin-5-yl)pyrimidin-4-yl)amino)phenyl)acetamide NC1CCC(CC1)NC(CC1=CC(=CC=C1)NC1=NC=NC(=C1)C=1C=C2C(=NC1)N(C=C2)S(=O)(=O)C2=CC=CC=C2)=O